F[P-](F)(F)(F)(F)F.ClC=1C=CC2=C(N(N=N2)OC(=[N+](C)C)N(C)C)C1 O-(6-chlorobenzotriazole-1-yl)-1,1,3,3-tetramethyluronium hexafluorophosphate